C1=C(C=CC2=CC=CC=C12)CO[C@@H]1[C@H]([C@H]([C@H](O)O[C@H]1C)O)O[Si](CC)(CC)CC 4-O-(2-naphthylmethyl)-3-O-triethylsilyl-alpha-L-rhamnose